(2,6-dichlorophenyl)-2-((3-methyl-4-(4-methylpiperazin-1-yl)phenyl)amino)-9-ethylimidazo[1,2-b]pyrimido[4,5-d]pyridazin-5(6H)-one ClC1=C(C(=CC=C1)Cl)C1=NC(=NC=2C=3N(NC(C21)=O)C=C(N3)CC)NC3=CC(=C(C=C3)N3CCN(CC3)C)C